N-((3S,4R)-1-acetyl-4-((8-((cyclopropylmethyl)amino)-6-(2,6-dichloro-3,5-dimethoxyphenyl)pyrido[3,4-d]pyrimidin-2-yl)amino)pyrrolidin-3-yl)acrylamide C(C)(=O)N1C[C@@H]([C@@H](C1)NC=1N=CC2=C(N1)C(=NC(=C2)C2=C(C(=CC(=C2Cl)OC)OC)Cl)NCC2CC2)NC(C=C)=O